9,9-bis(4-iodophenyl)-fluorene IC1=CC=C(C=C1)C1(C2=CC=CC=C2C=2C=CC=CC12)C1=CC=C(C=C1)I